((((9H-fluoren-9-yl)methoxy)carbonyl)amino)-1-(tert-butoxycarbonyl)pyrrolidine-2-carboxylic acid C1=CC=CC=2C3=CC=CC=C3C(C12)COC(=O)NC1(N(CCC1)C(=O)OC(C)(C)C)C(=O)O